N1N=CC(=C1)C1=NC=C(C=C1)C=1C=NNC1 2,5-bis(1H-pyrazol-4-yl)pyridine